C[C@@H](C1=CC=CC=C1)N[C@@H](C)C2=CC=CC=C2 (-)-bis[(S)-1-phenylethyl]amine